C(C)OC1=CC=C(C=N1)C1=CN=CC(=N1)C(=O)NC1=NC2=C(N1)C(=CC=C2F)OC 6-(6-ethoxypyridin-3-yl)-N-(4-fluoro-7-methoxy-1H-benzo[d]imidazol-2-yl)pyrazine-2-carboxamide